N1-(3-fluoro-4-(pyridin-4-ylamino)phenyl)-N4-(pyridin-4-yl)terephthalamide FC=1C=C(C=CC1NC1=CC=NC=C1)NC(C1=CC=C(C(=O)NC2=CC=NC=C2)C=C1)=O